dimethylmethylnaphthol CC1=C(C(=C(C2=CC=CC=C12)O)C)C